4-Azido-2-(2H-tetrazol-5-yl)pyridinenicotinoyl-tyrosine N(=[N+]=[N-])C1=CC(NC=C1)(C1=CC=NC=C1C(=O)N[C@@H](CC1=CC=C(C=C1)O)C(=O)O)C=1N=NNN1